NC1=NC(=C(C=2N1C(N(N2)CC21CC(C2)C1)=O)C1=CC(=NC(=C1)C)CO)C1=CC=CC=C1 5-amino-2-(3-bicyclo[1.1.1]pentylmethyl)-8-[2-(hydroxymethyl)-6-methyl-4-pyridinyl]-7-phenyl-[1,2,4]triazolo[4,3-c]pyrimidin-3-one